(S)-4-(2-(dimethylamino)-N-methylacetamido)-3-(4-methylphenyl)-N-((R)-1-(6-(trifluoromethyl)pyridin-3-yl)ethyl)-4,5-dihydro-1H-pyrazol-1-carboxamide CN(CC(=O)N(C)[C@@H]1C(=NN(C1)C(=O)N[C@H](C)C=1C=NC(=CC1)C(F)(F)F)C1=CC=C(C=C1)C)C